N-(2-diethylaminoethyl)acrylamide C(C)N(CCNC(C=C)=O)CC